C(CCCCC)C=1C=C(SC1)C1=CC=C(C2=NSN=C21)C=2SC=C(C2)CCCCCC 4,7-bis(4-hexyl-thienyl)-2,1,3-benzothiadiazole